6-methoxypicolinaldehyde COC1=CC=CC(=N1)C=O